Ethyl (3R,5aR,6S,7R,8aS)-6-({[dimethyl(2-methyl-2-propanyl)silyl]oxy}methyl)-7-(tetrahydro-2H-pyran-2-yloxy)octahydro-2H-cyclopenta[b]oxepin-3-carboxylate C[Si](OC[C@H]1[C@@H](C[C@@H]2OC[C@@H](CC[C@@H]21)C(=O)OCC)OC2OCCCC2)(C(C)(C)C)C